3-methoxy-2-oxo-2H-pyran-6-carboxylic acid COC=1C(OC(=CC1)C(=O)O)=O